FC1=C(N=CC2=C1N=C(N=C2NCC=2C=CC(N(C2)C)=O)OCC21CCCN1CCC2)C2=CC=CC1=CC=CC(=C21)F 5-(((8-fluoro-7-(8-fluoronaphthalen-1-yl)-2-((hexahydro-1H-pyrrolizin-7a-yl)methoxy)pyrido[4,3-d]pyrimidin-4-yl)amino)methyl)-1-methylpyridin-2(1H)-one